(S)-(4-((2-((4-(3-phenylisoxazolidin-2-yl)-5-(trifluoromethyl)pyrimidin-2-yl)amino)-7,8-dihydro-1,6-naphthyridin-6(5H)-yl)methyl)phenyl)methanol C1(=CC=CC=C1)[C@H]1N(OCC1)C1=NC(=NC=C1C(F)(F)F)NC1=NC=2CCN(CC2C=C1)CC1=CC=C(C=C1)CO